4-[2-(4-benzyloxy-5-bromo-3-methyl-pyrazol-1-yl)ethyl]pyridine endo-2-methyl-2-propanyl-5-((7-cyano-7-azabicyclo[2.2.1]heptan-2-yl)carbamoyl)-2,3-dihydro-1H-indole-1-carboxylate CC1(N(C2=CC=C(C=C2C1)C(NC1C2CCC(C1)N2C#N)=O)C(=O)O)CCC.C(C2=CC=CC=C2)OC=2C(=NN(C2Br)CCC2=CC=NC=C2)C